C(#CCC)C1(CN1)CC(=O)O 2-(3-butynyl-aziridin-3-yl)acetic acid